Z-butyl methyl ether COCCCC